(2R,3R,4R,5R,6R)-5-acetamido-2-(acetoxymethyl)-6-((5-((3-aminopropyl)amino)-5-oxopentyl)oxy)tetrahydro-2H-pyran-3,4-diyl diacetate acetate C(C)(=O)O.C(C)(=O)O[C@H]1[C@H](O[C@H]([C@@H]([C@H]1OC(C)=O)NC(C)=O)OCCCCC(=O)NCCCN)COC(C)=O